(S)-3-((2-(2-(benzyloxy)-4-(difluoromethyl)-6-hydroxybenzoyl)-1,2,3,4-tetrahydroisoquinolin-8-yl)amino)-1-methylpyrrolidin-2-one C(C1=CC=CC=C1)OC1=C(C(=O)N2CC3=C(C=CC=C3CC2)N[C@@H]2C(N(CC2)C)=O)C(=CC(=C1)C(F)F)O